2-(8-bromo-6-fluoro-1-oxo-2-isoquinolyl)acetic acid BrC=1C=C(C=C2C=CN(C(C12)=O)CC(=O)O)F